2-amino-4-bromo-N'-methyl-N'-(pyrimidin-2-yl)-N-((5-(trifluoromethyl)pyridin-2-yl)methyl)quinoline-6-carbohydrazide NC1=NC2=CC=C(C=C2C(=C1)Br)C(=O)N(N(C1=NC=CC=N1)C)CC1=NC=C(C=C1)C(F)(F)F